CC=1C(=NC(=NC1)NC1C2=C(B(O1)O)C(=CC=C2)C(F)(F)F)NC2=CC=CC=C2 ((5-methyl-4-(phenylamino)pyrimidin-2-yl)amino)-7-(trifluoromethyl)benzo[c][1,2]oxaborole-1(3H)-ol